C1(=CC=C(C=C1)C1=NC2=C(N1)C=CC=C2)C 2-(p-tolyl)-1H-benzimidazole